ClC=1C2=CN(N=C2C=CC1C1=CNC=2N=CN(C(C21)=O)C)CC 5-(4-chloro-2-ethyl-2H-indazol-5-yl)-3-methyl-3H,4H,7H-pyrrolo[2,3-d]pyrimidin-4-one